methyl 1-(6-(N-(6-(2-ethylphenyl)-5-(3-(2,2,2-trifluoroethoxy)phenyl)pyridin-2-yl)sulfamoyl)pyridin-2-yl)-3-methylpiperidine-3-carboxylate C(C)C1=C(C=CC=C1)C1=C(C=CC(=N1)NS(=O)(=O)C1=CC=CC(=N1)N1CC(CCC1)(C(=O)OC)C)C1=CC(=CC=C1)OCC(F)(F)F